CCCCC/C=C\\C/C=C\\C/C=C\\C/C=C\\CCC/C=C/C(=O)SCCNC(=O)CCNC(=O)[C@@H](C(C)(C)COP(=O)(O)OP(=O)(O)OC[C@@H]1[C@H]([C@H]([C@@H](O1)N2C=NC3=C(N=CN=C32)N)O)OP(=O)(O)O)O The molecule is an unsaturated fatty acyl-CoA that results from the formal condensation of the thiol group of coenzyme A with the carboxy group of (2E,7Z,10Z,13Z,16Z)-docosapentaenoic acid. It is a long-chain fatty acyl-CoA and an unsaturated fatty acyl-CoA. It is a conjugate acid of a (2E,7Z,10Z,13Z,16Z)-docosapentaenoyl-CoA(4-).